O[C@H]1[C@@H](O[C@@H]([C@H]1O)CO)C=1C=NC=NC1 5-((2S,3R,4S,5R)-3,4-dihydroxy-5-(hydroxymethyl)tetrahydrofuran-2-yl)pyrimidine